(1,2,4-triazol-1-yl)propan-2-ol N1(N=CN=C1)CC(C)O